OOC1=C(C(=O)O[C@@]1([C@@H](O)CO)CC(C)C)OCC(C)O 3-O-hydroxyisobutyl-2-O-(2-hydroxypropyl)ascorbic acid